(R)-3-ethynyl-5-(8-methyl-5,6,7,8-tetrahydro-[1,2,4]triazolo[4,3-a]pyrazine-3-yl)-1,2,4-thiadiazole C(#C)C1=NSC(=N1)C1=NN=C2N1CCN[C@@H]2C